2-{[(1S)-1-(4-chlorophenyl)ethyl]amino}-8-(4-hydroxybenzyl)pyrido[2,3-d]pyrimidin-7(8H)-one ClC1=CC=C(C=C1)[C@H](C)NC=1N=CC2=C(N1)N(C(C=C2)=O)CC2=CC=C(C=C2)O